C1(CC1)C=1N=NN(C1)[C@H](C(=O)N1[C@@H](C[C@H](C1)O)C(=O)NC1CC(C1)C1=CC(=CC(=C1)F)F)C(C)(C)C (2S,4r)-1-[(2S)-2-(4-cyclopropyl-triazol-1-yl)-3,3-dimethyl-butyryl]-N-[3-(3,5-difluorophenyl)cyclobutyl]-4-hydroxy-pyrrolidine-2-carboxamide